3,4-dichlorobenzyl-amine ClC=1C=C(CN)C=CC1Cl